BrC=1C=C(C(=NC1)OCCCN(C)C)NS(=O)(=O)C1CC1 N-(5-Bromo-2-(3-(dimethylamino)propoxy)pyridin-3-yl)cyclopropanesulfonamide